C(CCCCCC)N1N=CC(=C1)NC1=NC=NC=C1 4-((1-heptyl-1H-pyrazol-4-yl)amino)pyrimidin